(Z)-5-(2-cyano-3-(diethylamino)-1-hydroxy-3-oxoprop-1-en-1-yl)-2,3-dihydroxybenzoic acid C(#N)/C(=C(/O)\C=1C=C(C(=C(C(=O)O)C1)O)O)/C(=O)N(CC)CC